tert-Butyl 5-(bromomethyl)-1H-indazole-1-carboxylate BrCC=1C=C2C=NN(C2=CC1)C(=O)OC(C)(C)C